SCCC(=O)O.SCCC(=O)O.SCCC(=O)O.C(O)C(CC)(CO)CO trimethylolpropane tris(β-mercaptopropionate)